ClC1=C(C=CC=C1)N1N=C(C=C1C1=CC(=CC(=C1)OC)OC)CO[C@@](C(=O)O)(CC)C (2R)-2-([1-(2-Chlorophenyl)-5-(3,5-dimethoxyphenyl)-1H-pyrazol-3-yl]-methoxy)-2-methylbutanoic acid